OC(C(C#N)(C)C)C 3-hydroxy-2,2-dimethylbutanenitrile